CC1(CCS(CC1)(=O)=O)NC(=O)C1=NN2C(N=CC=C2)=C1 N-(4-methyl-1,1-dioxidotetrahydro-2H-thiopyran-4-yl)pyrazolo[1,5-a]pyrimidine-2-carboxamide